BrC=1C(=NC(=CC1C)OC)C 3-bromo-6-methoxy-2,4-lutidine